1,1,1-Trimethyl-N-trimethylsilylsilanamine C[Si](N[Si](C)(C)C)(C)C